1-(5-aminoindolin-1-yl-2,3-d2)ethan-1-one NC=1C=C2C(C(N(C2=CC1)C(C)=O)[2H])[2H]